BrC1=CC(=C(N)C(=C1)I)CC 4-bromo-2-ethyl-6-iodoaniline